1-Amino-3,6,9,12-tetraoxopentadecane NCCC(CCC(CCC(CCC(CCC)=O)=O)=O)=O